SCC=1C(=NC=CN1)CS (bis(mercaptomethyl))pyrazine